tris(dibenzylideneindenylacetone) dipalladium [Pd].[Pd].C(C1=CC=CC=C1)=CC(=O)C(C1C=CC2=CC=CC=C12)=CC1=CC=CC=C1.C(C1=CC=CC=C1)=CC(=O)C(C1C=CC2=CC=CC=C12)=CC1=CC=CC=C1.C(C1=CC=CC=C1)=CC(=O)C(C1C=CC2=CC=CC=C12)=CC1=CC=CC=C1